(S)-7-(3-(4,4,5,5-Tetramethyl-1,3,2-dioxaborolan-2-yl)phenyl)-6,7-dihydro-5H-pyrrolo[1,2-a]imidazol-7-ol CC1(OB(OC1(C)C)C=1C=C(C=CC1)[C@]1(CCN2C1=NC=C2)O)C